FC=1C=C(C(=NC1C=1N=NN(C1C=O)C)C)O[C@@H]1C[C@H](CCC1)C(=O)OC(C)C Isopropyl (1S,3S)-3-((5-fluoro-6-(5-formyl-1-methyl-1H-1,2,3-triazol-4-yl)-2-methylpyridin-3-yl)oxy)cyclohexane-1-carboxylate